5-chloro-2-((1,1-dimethylethyl)sulfonamido)-N-(3-phenylbicyclo[1.1.1]pentan-1-yl)benzamide ClC=1C=CC(=C(C(=O)NC23CC(C2)(C3)C3=CC=CC=C3)C1)NS(=O)(=O)C(C)(C)C